(1s,3r,4r,5r)-3-[(E)-3-(3,4-dihydroxyphenyl)prop-2-enoyl]oxy-1,4,5-trihydroxycyclohexane-1-carboxylic acid OC=1C=C(C=CC1O)/C=C/C(=O)O[C@@H]1C[C@@](C[C@H]([C@H]1O)O)(C(=O)O)O